3-{[(5-Bromopyridin-3-yl)amino]methyl}-N-[(1S,2S)-1,3-dihydroxy-1-phenylprop-2-yl]-4-methylbenzamide BrC=1C=C(C=NC1)NCC=1C=C(C(=O)N[C@H]([C@H](C2=CC=CC=C2)O)CO)C=CC1C